(7S)-4,4-difluoro-2-(1H-pyrazol-4-yl)-7-(tetrahydro-2H-pyran-2-yl)-4,5,7,8-tetrahydro-3H-1-thia-5a,8-diazabenzo[cd]azulen-9(6H)-one FC1(CN2C=3C(=C(SC3C(N[C@@H](C2)C2OCCCC2)=O)C=2C=NNC2)C1)F